2-hydroxy-methylphenyl-propane-1-one OC(C(=O)C1=CC=CC=C1)(C)C